BrC=1C=C(C(=NC1)C1=NC=C(C(=N1)NC)[N+](=O)[O-])SCC 2-(5-bromo-3-(ethylthio)pyridin-2-yl)-N-methyl-5-nitropyrimidin-4-amine